2-[4-[6,7-diethoxy-2,3-bis(hydroxymethyl)-1-naphthyl]-2-pyridinyl]-4-(3-pyridinyl)-1(2H)-phthalazinone C(C)OC=1C=C2C=C(C(=C(C2=CC1OCC)C1=CC(=NC=C1)N1C(C2=CC=CC=C2C(=N1)C=1C=NC=CC1)=O)CO)CO